methyl-3-(1-methyl-2-oxo-5-(trifluoromethyl)-1,2-dihydropyridin-3-yl)urea CNC(=O)NC=1C(N(C=C(C1)C(F)(F)F)C)=O